N-((3S,4R,5R,6R)-4,5-bis(benzyloxy)-6-((benzyloxy)methyl)tetrahydro-2H-pyran-3-yl)-3-fluoro-6-(trifluoromethyl)pyridin-2-amine C(C1=CC=CC=C1)O[C@@H]1[C@H](CO[C@@H]([C@@H]1OCC1=CC=CC=C1)COCC1=CC=CC=C1)NC1=NC(=CC=C1F)C(F)(F)F